COC1=C(C=C(C=C1)C(=O)N1CCC(CC1)C(=O)N1CCNCC1)N1C(NC(CC1)=O)=O 1-(2-methoxy-5-(4-(piperazine-1-carbonyl)piperidine-1-carbonyl)phenyl)-dihydropyrimidine-2,4(1H,3H)-dione